4-(trifluoromethyl)-thiobenzamide FC(C1=CC=C(C(=S)N)C=C1)(F)F